ClC1=NC(=C2C(=N1)N(N=C2)[C@H]2[C@@H]([C@@H]([C@H](O2)COC(CO)(CO)P(O)(O)=O)O)O)NC2CCC2 (2-(((2R,3S,4R,5R)-5-(6-chloro-4-(cyclobutylamino)-1H-pyrazolo[3,4-d]pyrimidin-1-yl)-3,4-dihydroxytetrahydrofuran-2-yl)methoxy)-1,3-dihydroxypropan-2-yl)phosphonic acid